CC1=C(C=CC(=C1)S(=O)(=O)N1CCCCC1)B(O)O 2-METHYL-4-(PIPERIDIN-1-YLSULFONYL)PHENYLBORONIC ACID